Cl.NC1=C2N(C(N(C2=NC=N1)[C@H]1[C@H](CN(CC1)C1CCNCC1)F)=O)C1=CC=C(C=C1)OC1=CC=CC=C1 6-amino-9-[(3S,4R)-3-fluoro-[1,4'-bipiperidin]-4-yl]-7-(4-phenoxyphenyl)purin-8-one hydrochloride